5-cyclopropyl-1-[4-(1,5-dimethylpyrazol-4-yl)-3,4-dihydro-1H-isoquinolin-2-yl]pentan-1-one C1(CC1)CCCCC(=O)N1CC2=CC=CC=C2C(C1)C=1C=NN(C1C)C